monopropenyl-glycerol C(=CC)C(CO)(O)CO